rac-N-{[2,5-dioxo-4-(1,3-thiazol-2-yl)imidazolidin-4-yl]methyl}4'-methyl[biphenyl]-2-carboxamide O=C1NC([C@@](N1)(C=1SC=CN1)CNC(=O)C=1C(=CC=CC1)C1=CC=C(C=C1)C)=O |r|